[I-].C([2H])([2H])([2H])[Zn+] (methyl-d3)Zinc iodide